CO[Si](CCCN(C)CCC[Si](OC)(OC)OC)(OC)OC bis(3-trimethoxysilylpropyl)n-methylamine